((tetrahydrofuran-3-yl)oxy)benzonitrile O1CC(CC1)OC1=C(C#N)C=CC=C1